Cl.NC(C1=C(C=C(C#N)C=C1)Br)C=1C(NCCC1NC1=CC(=CC=C1)C(F)(F)F)=O 4-[amino(2-oxo-4-{[3-(trifluoromethyl)phenyl]amino}-1,2,5,6-tetrahydropyridin-3-yl)methyl]-3-bromobenzonitrile hydrochloride